OCCOCCO bis(β-hydroxyethyl)ether